COC(CN1N=C(C(=C1)NC(=O)C=1C=NN2C1N=CC=C2)C2=CC1=C(C=CS1)C=C2OC(F)F)=O 2-[3-[5-(difluoromethoxy)benzothien-6-yl]-4-(pyrazolo[1,5-a]pyrimidine-3-carbonylamino)pyrazol-1-yl]acetic acid methyl ester